N-[2-fluoro-3-[[7-[(3-fluoro-2-pyridinyl)oxy]-4-methyl-2-oxo-chromen-3-yl]methyl]phenyl]methanesulfonamide FC1=C(C=CC=C1CC=1C(OC2=CC(=CC=C2C1C)OC1=NC=CC=C1F)=O)NS(=O)(=O)C